C(CCCCC)C=1[Se]C2=C(C1)C=CC=C2 2-hexyl-benzoselenophene